FC1(CN(C1)C(=O)C1=CC=C(C=C1)C1=CC=CN2C1=NC(=C(C2=O)C)C(F)(F)F)F 9-(4-((3,3-difluoroazetidin-1-yl)carbonyl)phenyl)-3-methyl-2-(trifluoromethyl)-4H-pyrido[1,2-a]pyrimidin-4-one